(1-(1H-indol-3-yl)hexan-2-yl)-6-(6-hydroxy-6-methyl-2-azaspiro[3.3]heptan-2-yl)benzo[b]thiophene-2-carboxamide N1C=C(C2=CC=CC=C12)CC(CCCC)C=1C2=C(SC1C(=O)N)C=C(C=C2)N2CC1(C2)CC(C1)(C)O